(4-nitropyridin-3-yl)boronic acid pinacol ester [N+](=O)([O-])C1=C(C=NC=C1)B1OC(C)(C)C(C)(C)O1